(S)-N-(5-(3-ethynylimidazo[1,2-a]pyridin-6-yl)-2-methylphenyl)-3-phenylisoxazolidine C(#C)C1=CN=C2N1C=C(C=C2)C=2C=CC(=C(C2)N2OCC[C@H]2C2=CC=CC=C2)C